4-{4-[3-[4-methoxyphenyl]thioureido]-phenylthio}-pyridine COC1=CC=C(C=C1)NC(NC1=CC=C(C=C1)SC1=CC=NC=C1)=S